tert-Butyl (2R,4R)-4-(4-bromopyrazol-1-yl)-2-methylpyrrolidine-1-carboxylate BrC=1C=NN(C1)[C@@H]1C[C@H](N(C1)C(=O)OC(C)(C)C)C